N-phenylmethacrylamide C1(=CC=CC=C1)NC(C(=C)C)=O